CC(C(=O)N1OCC[C@H]1C=1C=NC(=CC1)[N+](=O)[O-])(C)C 2,2-dimethyl-1-[(3S)-3-(6-nitropyridin-3-yl)-1,2-oxazolidin-2-yl]propan-1-one